ClC1=NC=C(C(=C1)C1=C(C=NC(=C1)C)C(=O)NC=1SC2=C(N1)CN(C2)C(C2=NC=C(C=C2OC)C(F)F)=O)OC 2'-chloro-N-(5-(5-(difluoromethyl)-3-methoxypicolinoyl)-5,6-dihydro-4H-pyrrolo[3,4-d]thiazol-2-yl)-5'-methoxy-6-methyl-[4,4'-bipyridine]-3-carboxamide